Rac-(4-(((1R,3S)-3-methoxycyclopentyl)amino)thieno[2,3-d]pyrimidin-2-yl)(morpholino)methanone CO[C@@H]1C[C@@H](CC1)NC=1C2=C(N=C(N1)C(=O)N1CCOCC1)SC=C2 |r|